C(CCC)N1C(C(C(C(C1)O)O)O)CO 1-butyl-2-(hydroxymethyl)piperidine-3,4,5-triol